6-bromo-3',6'-dihydro-[2,4'-bipyridine] BrC1=CC=CC(=N1)C=1CC=NCC1